(4Z)-1-iodooct-4-ene ICCC\C=C/CCC